benzyl 2,2-difluoro-6-azaspiro[2.5]octane-1-carboxylate FC1(C(C12CCNCC2)C(=O)OCC2=CC=CC=C2)F